2-(2-Chloro-4-methylpyridin-3-yl)-6-(4-ethyl-3-(hydroxymethyl)-5-oxo-4,5-dihydro-1H-1,2,4-triazol-1-yl)-7-fluoro-4-(prop-1-en-2-yl)-3,4-dihydroisoquinolin-1(2H)-one ClC1=NC=CC(=C1N1C(C2=CC(=C(C=C2C(C1)C(=C)C)N1N=C(N(C1=O)CC)CO)F)=O)C